COC(=O)C1=C(C(=NN1)C1CCOCC1)N 4-amino-3-(tetrahydro-2H-pyran-4-yl)-1H-pyrazole-5-carboxylic acid methyl ester